(3,3-difluorocyclobutyl)(5-(5-fluoro-4-((2-fluoro-4-(1H-pyrazol-4-yl)phenyl)amino)pyrimidin-2-yl)isoindolin-2-yl)methanone FC1(CC(C1)C(=O)N1CC2=CC=C(C=C2C1)C1=NC=C(C(=N1)NC1=C(C=C(C=C1)C=1C=NNC1)F)F)F